C(CCC(=O)[O-])(=O)[O-].[Li+].[Li+] Lithium Succinat